C1=CC(=C(C=C1[N+](=O)[O-])[N+](=O)[O-])NCCCCC(C(=O)O)N The molecule is a lysine derivative having a 2,4-dinitrophenyl substituent at the N(6)-position. It is a C-nitro compound, a lysine derivative and a non-proteinogenic alpha-amino acid. It contains a 4-aminobutyl group. It derives from a lysine.